(4,4-difluoroazepan-1-yl)-5-methyl-6-(trifluoromethyl)pyridine-3-carboxylic acid FC1(CCN(CCC1)C1=NC(=C(C=C1C(=O)O)C)C(F)(F)F)F